tert-butyl 3-(4-(1H-pyrazol-1-yl) benzoyl)-2-oxoazepane-1-carboxylate N1(N=CC=C1)C1=CC=C(C(=O)C2C(N(CCCC2)C(=O)OC(C)(C)C)=O)C=C1